O[C@@H](CCSCCNC(CCNC([C@@H](C(COP(OP(OC[C@@H]1[C@H]([C@H]([C@@H](O1)N1C=NC=2C(N)=NC=NC12)O)OP(=O)(O)O)(=O)O)(=O)O)(C)C)O)=O)=O)CCC (R)-3-hydroxyhexanyl-CoA